FC1=C(CNC2=C3C(=NC=4N2N=CC4)C4(CC3)CCCCC4)C=CC=C1 N-(2-fluorobenzyl)-6',7'-dihydrospiro[cyclohexane-1,5'-cyclopenta[d]pyrazolo[1,5-a]pyrimidine]-8'-amine